FC([C@H]1N(CCCC1)CCCCC(=O)O)(F)F 5-[(2S)-2-(trifluoromethyl)piperidin-1-yl]pentanoic acid